5-(2-ethoxyanilino)-7-(methylamino)pyrazolo[1,5-a]Pyrimidine-3-carboxylic acid C(C)OC1=C(NC2=NC=3N(C(=C2)NC)N=CC3C(=O)O)C=CC=C1